N-{7-methylthieno[3,2-c]pyridazin-4-yl}thiophene-2-carboxamide CC1=CSC2=C1N=NC=C2NC(=O)C=2SC=CC2